FC(OC=1C=C(C=CC1)C1=NN(C=2C1=NC=C(C2)C(=O)N[C@@]2(CS(CC2)(=O)=O)C)[C@@H]2COCC2)F 3-(3-(difluoromethoxy)phenyl)-N-((S)-3-methyl-1,1-dioxidotetrahydrothiophen-3-yl)-1-((S)-tetrahydrofuran-3-yl)-1H-pyrazolo[4,3-b]pyridine-6-carboxamide